(4-(2-(3-(2,4-dimethoxy-3-methylphenyl)propyl)-5-hydroxyphenoxy)butyl)triphenylphosphine formate C(=O)O.COC1=C(C=CC(=C1C)OC)CCCC1=C(OCCCCC2=C(C=CC=C2)P(C2=CC=CC=C2)C2=CC=CC=C2)C=C(C=C1)O